Tetraethylammonium iodid Sodium [Na].[I-].C(C)[N+](CC)(CC)CC